tert-butyl 6-{[trans-4-(4-bromophenyl)-1-(tert-butoxycarbonyl)pyrrolidin-3-yl]methoxy}-1-oxoisoindoline-2-carboxylate BrC1=CC=C(C=C1)[C@H]1[C@@H](CN(C1)C(=O)OC(C)(C)C)COC1=CC=C2CN(C(C2=C1)=O)C(=O)OC(C)(C)C